[5-(7-ethoxyquinazolin-5-yl)pyridin-2-yl]piperazine hydrochloride Cl.C(C)OC1=CC(=C2C=NC=NC2=C1)C=1C=CC(=NC1)N1CCNCC1